amino-3-(but-3-en-1-ylamino)pyrazine-2-carbonitrile NC=1N=C(C(=NC1)C#N)NCCC=C